CNC(=O)C=1C=NOC1C N,5-dimethylisoxazole-4-carboxamide